7-Cyclobutyl-6-(1,4-oxazepan-4-yl)-2-[(tetrahydro-1H-pyrrolizin-7a(5H)-yl)methoxy]-7H-purin C1(CCC1)N1C=NC2=NC(=NC(=C12)N1CCOCCC1)OCC12CCCN2CCC1